ClC1=CC=C(CCN(C(CC[C@@H](C(=O)N(C)OC)NC([C@H](CC2CCCCC2)NC(OCC2=CC(=CC=C2)Cl)=O)=O)=O)C)C=C1 3-Chlorobenzyl ((S)-1-(((S)-5-((4-chlorophenethyl)(methyl)amino)-1-(methoxy(methyl)amino)-1,5-dioxopentan-2-yl)amino)-3-cyclohexyl-1-oxopropan-2-yl)carbamate